6-chloro-3-methoxy-N-(5-methyl-1H-pyrazol-3-yl)-4-(1-methyl-1H-pyrazol-4-yl)pyridin-2-amine ClC1=CC(=C(C(=N1)NC1=NNC(=C1)C)OC)C=1C=NN(C1)C